COC1=C(C(=CC(=C1)C(C)([C@@H](CCCCC)C(F)(F)F)C)OC)[C@H]1C=C([C@@H]2C([C@H]1C2)(C)C)CO ((1S,4S,5S)-4-(2,6-dimethoxy-4-((R)-2-methyl-3-(trifluoromethyl)octan-2-yl)phenyl)-6,6-dimethylbicyclo[3.1.1]hept-2-en-2-yl)methanol